FC(CO)(F)C=1C(=C(C=CC1)[C@@H](C)NC1=NC(=NC2=CC3=C(C=C12)N(C(CO3)=O)CC)C)F (R)-4-((1-(3-(1,1-difluoro-2-hydroxyethyl)-2-fluorophenyl)ethyl)amino)-6-ethyl-2-methyl-6H-[1,4]oxazino[3,2-g]quinazolin-7(8H)-one